BrC=1C(=NC2=CC(=NC=C2C1)Cl)C(=O)O 3-bromo-7-chloro-1,6-naphthyridine-2-carboxylic acid